1-(allyloxy)-2-((4-chlorophenyl)ethynyl)benzene C(C=C)OC1=C(C=CC=C1)C#CC1=CC=C(C=C1)Cl